6-ethylquinoline-8-carboxylic acid C(C)C=1C=C2C=CC=NC2=C(C1)C(=O)O